CC(C(N1CCCCC1)=O)OC1=CC=C2C(=CC(OC2=C1)=O)C1=C(C=CC=C1)C 7-[1-methyl-2-oxo-2-(1-piperidyl)ethoxy]-4-(o-tolyl)chromen-2-one